NC1=C(C(=NC=2N1N=C(C2C)C)NCCC2=NC(=CC=C2)COC)C#N 7-amino-5-((2-(6-(methoxymethyl)pyridin-2-yl)ethyl)amino)-2,3-dimethylpyrazolo[1,5-a]pyrimidine-6-carbonitrile